(2S)-2-tert-butoxycarbonylamino-6-(3a-bromo-4,7-dimethyl-1,3,8-trioxo-5,6-diphenyl-1,3,3a,4,7,7a-hexahydro-2H-4,7-methanoisoindol-2-yl)hexanoat C(C)(C)(C)OC(=O)N[C@H](C(=O)[O-])CCCCN1C(C2C3(C(=C(C(C2(C1=O)Br)(C3=O)C)C3=CC=CC=C3)C3=CC=CC=C3)C)=O